3-(2-(trifluoromethyl)phenyl)-1H-indole-5-carboxylic acid FC(C1=C(C=CC=C1)C1=CNC2=CC=C(C=C12)C(=O)O)(F)F